(2S,4R)-4-(2-cyanoethyl)-5-oxopyrrolidine C(#N)CC[C@@H]1CCNC1=O